COC=1N=C2C(=CC=NC2=CC1OC)OC1=C(C=C(C=C1)NC(=O)C1=C(N(C=C(C1=O)C1=CC=C(C=C1)F)CC(F)(F)F)C)F N-[4-[(6,7-dimethoxy-1,5-naphthyridin-4-yl)oxy]-3-fluorophenyl]-5-(4-fluorophenyl)-2-methyl-4-oxo-1-(2,2,2-trifluoroethyl)pyridine-3-carboxamide